4-(1-acryloylpiperidin-4-yl)-6-(4-phenoxyphenyl)-1H-pyrrolo[3,2-c]pyridine-7-carboxamide C(C=C)(=O)N1CCC(CC1)C1=NC(=C(C2=C1C=CN2)C(=O)N)C2=CC=C(C=C2)OC2=CC=CC=C2